((2,4-Dimethoxybenzyl)oxy)-5-ethyl-2-methoxy-N-(4-methylbenzo[d]isoxazol-3-yl)benzenesulfonamide COC1=C(COC=2C(=C(C=C(C2)CC)S(=O)(=O)NC2=NOC3=C2C(=CC=C3)C)OC)C=CC(=C1)OC